ClC(=C(Cl)Cl)Cl perchloroethene